ClC1=CC=C(OC2=C(NC3=CC=CC=C23)C2=CC=C(C=C2)Cl)C=C1 3-(4-chlorophenoxy)-2-(4-chlorophenyl)-1H-indole